[C@]12(CNC[C@H]2C1)NC(OC(C)(C)C)=O tert-butyl ((1S,5R)-3-azabicyclo[3.1.0]hexan-1-yl)carbamate